[Ag].[Mo].[Fe] iron-molybdenum-silver